FC(C(=O)NC1=C(C=C(C=C1)CCC1=CC=C(C=C1)C(F)(F)F)N1CCCCC1)C(CCCCC)F 2,3-difluoro-N-(2-(piperidin-1-yl)-4-(4-(trifluoromethyl)phenethyl)phenyl)octanamide